IC1=NN(C2=C(N=C(C=C21)C=2C=NC=CC2OC)C)C(=O)OCCCC butyl 3-iodo-5-(4-methoxypyridin-3-yl)-7-methyl-1H-pyrazolo[3,4-c]pyridine-1-carboxylate